1-phenyl-5-phenyl-3-difluoromethyl-1,2,4-triazole C1(=CC=CC=C1)N1N=C(N=C1C1=CC=CC=C1)C(F)F